2,2',2'',2'''-((2S,2'S,5S,5'S,8S,8'S)-ethane-1,2-diylbis(2,5,8-triethyl-1,4,7-triazonane-7,1,4-triyl))tetraacetic acid C(CN1C[C@@H](N(C[C@@H](N(C[C@@H]1CC)CC(=O)O)CC)CC(=O)O)CC)N1C[C@@H](N(C[C@@H](N(C[C@@H]1CC)CC(=O)O)CC)CC(=O)O)CC